2-(oxan-4-yl)quinolin O1CCC(CC1)C1=NC2=CC=CC=C2C=C1